tert-butyl N-[1-[(2S,6S)-6-methyl-4-oxo-2-piperidyl]cyclopropyl]carbamate C[C@H]1CC(C[C@H](N1)C1(CC1)NC(OC(C)(C)C)=O)=O